(2-(prop-2-en-1-yloxy)-4,5-dichlorophenyl)((S)-1,1-Dimethylethylsulfenamide) C(C=C)OC1=C(C=C(C(=C1)Cl)Cl)NSC(C)(C)C